5,6-dihydro-4H-imidazo[1,5,4-de]quinoxaline-8-carboxamide N1=CN2CCNC=3C=C(C=C1C23)C(=O)N